The molecule is an adenosine 5'-phosphate obtained by formal condensation of the hydroxy group of thiamine with the triphosphate group of ATP. It derives from an ATP and a thiamine(1+). It is a conjugate acid of an adenosine thiamine triphosphate(2-). CC1=C(SC=[N+]1CC2=CN=C(N=C2N)C)CCOP(=O)(O)OP(=O)(O)OP(=O)(O)OC[C@@H]3[C@H]([C@H]([C@@H](O3)N4C=NC5=C(N=CN=C54)N)O)O